ClC=1C=NC(=C(C(=O)NC2CCC(CC2)CN2C(N(C3=C2C=CC=C3)C=3C=NC(=CC3)NCCO)=O)C1)C(F)(F)F 5-chloro-N-((1r,4r)-4-((3-(6-((2-hydroxyethyl)amino)pyridin-3-yl)-2-oxo-2,3-dihydro-1H-benzo[d]imidazol-1-yl)methyl)cyclohexyl)-2-(trifluoromethyl)nicotinamide